2-(4-((3-((S)-1-(2-aminopyrazolo[1,5-a]pyrimidine-3-carboxamido)ethyl)-1-oxo-2-phenyl-1,2-dihydroisoquinolin-8-yl)ethynyl)-1H-1,2,3-triazol-1-yl)ethyl (9Z,12Z)-octadeca-9,12-dienoate C(CCCCCCC\C=C/C\C=C/CCCCC)(=O)OCCN1N=NC(=C1)C#CC=1C=CC=C2C=C(N(C(C12)=O)C1=CC=CC=C1)[C@H](C)NC(=O)C=1C(=NN2C1N=CC=C2)N